N-(2-bromoethyl)-2-nitro-N-[[6-oxo-4-(trifluoromethyl)-1H-pyridin-2-yl]methyl]benzenesulfonamide BrCCN(S(=O)(=O)C1=C(C=CC=C1)[N+](=O)[O-])CC=1NC(C=C(C1)C(F)(F)F)=O